Cl.CC1(NCCCC1C#N)C 2,2-dimethylpiperidine-3-carbonitrile hydrochloride